N-((1S,2R)-2-(2,3-dihydro-1H-inden-4-yl)-1-(5-oxo-4,5-dihydro-1,3,4-oxadiazol-2-yl)propyl)-5-nitroquinoline-8-sulfonamide C1CCC2=C(C=CC=C12)[C@H]([C@@H](C=1OC(NN1)=O)NS(=O)(=O)C=1C=CC(=C2C=CC=NC12)[N+](=O)[O-])C